(S)-(2-methoxyphenyl)methyl-cyclohexyl-phosphine COC1=C(C=CC=C1)CPC1CCCCC1